CS(=O)(=O)O[C@H](C)C1CCN(CC1)C(=O)OC(C)(C)C tert-butyl 4-[(1R)-1-methylsulfonyloxyethyl]piperidine-1-carboxylate